1-methyl-3-n-octylimidazolium trifluoro-methanesulfonate FC(S(=O)(=O)[O-])(F)F.CN1C=[N+](C=C1)CCCCCCCC